(R)-6-chloro-2-fluoro-N-(2-(1-hydroxy-3-methylbutan-2-yl)-3-oxoisoindolin-4-yl)-3-methylbenzamide ClC1=CC=C(C(=C1C(=O)NC1=C2C(N(CC2=CC=C1)[C@@H](CO)C(C)C)=O)F)C